C(CCCCCCC)SC=C1C(C(=CC(C1)=CSCCCCCCCC)C)O 2,4-Di(n-octyl-thiomethylene)-6-methylphenol